5-(4-bromo-2,6-dichlorophenoxy)-6-(1,1-difluoroethyl)-3-(4-methoxybenzyl)pyrimidin-4(3H)-one BrC1=CC(=C(OC=2C(N(C=NC2C(C)(F)F)CC2=CC=C(C=C2)OC)=O)C(=C1)Cl)Cl